COC1=CC=C(CN2C3=C(C=C(CC2=O)C=2OC(=CN2)C)C=CC(=C3)C=3C=NN(C3)C(C)C(C)=O)C=C1 1-(4-methoxybenzyl)-4-(5-methyloxazol-2-yl)-8-(1-(3-oxobutan-2-yl)-1H-pyrazol-4-yl)-1,3-dihydro-2H-benzo[b]azepin-2-one